FN1C2(CC(C3=CC=CC=C13)=O)CCN(CC2)C(N(C)CC2=CC=C(C=C2)F)=S fluoro-N-(4-fluorobenzyl)-N-methyl-4'-oxo-3',4'-dihydro-1'H-spiro[piperidine-4,2'-quinoline]-1-thiocarboxamide